C(CCC\C=C/C\C=C/C\C=C/C\C=C/CCCCC)C1(OCC(O1)CCO)CCCC\C=C/C\C=C/C\C=C/C\C=C/CCCCC 2,2-diarachidonyl-4-(2-hydroxyethyl)-[1,3]-dioxolane